tert-butyl 4-bromo-3-(3-methoxypropionyl)-1H-pyrrolo[2,3-b]pyridine-1-carboxylate BrC1=C2C(=NC=C1)N(C=C2C(CCOC)=O)C(=O)OC(C)(C)C